methyl 5-[(2-chloro-5-fluorophenyl)amino]-4-[3-fluoro-5-(trifluoromethyl)benzamido]thiophene-2-carboxylate ClC1=C(C=C(C=C1)F)NC1=C(C=C(S1)C(=O)OC)NC(C1=CC(=CC(=C1)C(F)(F)F)F)=O